NC1=CC=C2C=NN(C2=C1OC)C(C#N)C 2-(6-Amino-7-methoxy-1H-indazol-1-yl)propanenitrile